C(C)(C)NC1=NC=CC2=C1N=C(N=C2)N[C@@H]2CN[C@H](CC2)C 8-(Isopropylamino)-2-(((3S,6S)-6-methylpiperidin-3-yl)amino)pyrido[3,4-d]pyrimidine